[2-((S)-2-cyano-pyrrolidin-1-yl)-2-oxo-ethyl]-carbamic acid tert-butyl ester C(C)(C)(C)OC(NCC(=O)N1[C@@H](CCC1)C#N)=O